ClC=1C=C2C(=NC=NC2=C(C1C1=CC=CC2=C1N=C(S2)N)F)N2CCNCC(C2)(F)F 4-(6-chloro-4-(6,6-difluoro-1,4-diazepan-1-yl)-8-fluoro-quinazolin-7-yl)benzo[d]-thiazol-2-amine